trimethyl-((phenylthio)ethynyl)silane C[Si](C#CSC1=CC=CC=C1)(C)C